7-bromo-8-fluoro-2-{2-fluoro-4-[(3S)-3-fluoropyrrolidine-1-sulfonyl]phenyl}-4-methylquinoline BrC1=CC=C2C(=CC(=NC2=C1F)C1=C(C=C(C=C1)S(=O)(=O)N1C[C@H](CC1)F)F)C